2-ETHOXYQUINOLIN-3-YLBORONIC ACID C(C)OC1=NC2=CC=CC=C2C=C1B(O)O